1-chloro-4-((1-ethynyl-2-methylcyclohexyl)oxy)benzene methyl-(2S,7aR)-2-(prop-2-yn-1-yloxy)tetrahydro-1H-pyrrolizine-7a(5H)-carboxylate COC(=O)[C@@]12CCCN2C[C@H](C1)OCC#C.ClC1=CC=C(C=C1)OC1(C(CCCC1)C)C#C